4-(6-(6-aminopyridin-3-yl)-2,6-diazaspiro[3.3]heptan-2-yl)benzaldehyde NC1=CC=C(C=N1)N1CC2(CN(C2)C2=CC=C(C=O)C=C2)C1